C(C)(C)(C)OC(=O)NC1=C(N=C(S1)C=1CCN(CC1)C)C(=O)[O-] 5-{[(tert-butoxy)carbonyl]amino}-2-(1-methyl-1,2,3,6-tetrahydropyridin-4-yl)-1,3-thiazole-4-carboxylate